1-(2-pyridyl)-piperazine N1=C(C=CC=C1)N1CCNCC1